CC1(OC2=C(C(=C(C(=C2CC1)C)O)C)C)CCCC(CCCC(CCCC(C)C)C)C 2,5,7,8-tetramethyl-2-(4',8',12'-trimethyl-tridecyl)-chroman-6-ol